NC=1C=C(C=C(C1)C(F)(F)F)[C@@H](C)NC1=NC(=NC2=C3C(=C(C=C12)O)OC(=C3)C)C (R)-4-((1-(3-amino-5-(trifluoromethyl)phenyl)ethyl)amino)-2,8-dimethylfuro[2,3-h]quinazolin-6-ol